N-(3-ethynylphenyl)-2-(N-methyl-N-phenylsulfamoyl)benzamide C(#C)C=1C=C(C=CC1)NC(C1=C(C=CC=C1)S(N(C1=CC=CC=C1)C)(=O)=O)=O